[Na].C(CCCCCCCCCCCCC)(=O)OC[C@@H](OC(CCCCCCCCCCCCC)=O)COP(=O)(O)OCC(O)CO 1,2-dimyristoyl-sn-glycero-3-phosphoryl-glycerol sodium salt